N-(5-(3-(9H-purin-6-yl)pyridin-2-ylamino)-2-fluorophenyl)-3,5-dimethoxybenzamide N1=CN=C2NC=NC2=C1C=1C(=NC=CC1)NC=1C=CC(=C(C1)NC(C1=CC(=CC(=C1)OC)OC)=O)F